Ethyl 7-{4-[acetyl(2-methylpropyl)amino]piperidin-1-yl}-3-oxa-9-azabicyclo[3.3.1]nonane-9-carboxylate C(C)(=O)N(C1CCN(CC1)C1CC2COCC(C1)N2C(=O)OCC)CC(C)C